(4-fluoropiperidin-1-yl)(3-(4-methoxyphenyl)-1H-pyrrolo[3,2-b]pyridin-6-yl)methanone FC1CCN(CC1)C(=O)C=1C=C2C(=NC1)C(=CN2)C2=CC=C(C=C2)OC